4,4,5,5-tetramethyl-2-(3-(2-phenylspiro[fluorene-9,9'-thioxanthen]-2'-yl)phenyl)-1,3,2-dioxaborolane CC1(OB(OC1(C)C)C1=CC(=CC=C1)C1=CC=2C3(C4=CC=CC=C4SC2C=C1)C1=CC=CC=C1C=1C=CC(=CC13)C1=CC=CC=C1)C